CN1CCN(CC1)CCOC=1C=NC(=NC1)NC1CCC(CC1)OC1=C2C=C(C=NC2=CC(=N1)N1CCOCC1)S(=O)(=O)NC([O-])=O [[5-[4-[[5-[2-(4-methylpiperazin-1-yl)ethoxy]pyrimidin-2-yl]amino]cyclohexoxy]-7-morpholino-1,6-naphthyridin-3-yl]sulfonyl]carbamate